1,3-bis(3-(dimethylamino)propyl)urea CN(CCCNC(=O)NCCCN(C)C)C